C[N+](CCO)(CCO)CCO methyltri(2-hydroxyethyl)ammonium